(7R,8aS)-7-(2,3-dichloro-6-hydroxyphenyl)-hexahydro-1H-pyrrolo[1,2-a]pyrazin-4-one hydrobromide Br.ClC1=C(C(=CC=C1Cl)O)[C@H]1C[C@@H]2N(C(CNC2)=O)C1